tert-Butyl 4,4,4-trifluoro-3-oxo-2-(triphenyl-λ5-phosphaneylidene)butanoate FC(C(C(C(=O)OC(C)(C)C)=P(C1=CC=CC=C1)(C1=CC=CC=C1)C1=CC=CC=C1)=O)(F)F